C(C)(=O)N1\C(\C(C2=CC=CC=C12)=O)=C/C1=NC2=CC=C(C=C2C=C1)C(=O)N1CCN(CC1)C1COC1 (Z)-1-acetyl-2-((6-(4-(oxetan-3-yl)piperazine-1-carbonyl)quinolin-2-yl)methylene)indolin-3-one